OC=1C(=NC=NC1)C1=CC(=C(CNC(OC(C)(C)C)=O)C=C1)C tert-butyl (4-(5-hydroxypyrimidin-4-yl)-2-methylbenzyl)carbamate